Methyl 1'-(4-chlorobenzyl)-2-oxospiro[indoline-3,4'-piperidine]-5-carboxylate ClC1=CC=C(CN2CCC3(CC2)C(NC2=CC=C(C=C23)C(=O)OC)=O)C=C1